tri(2-ethylhexyl)bismuth C(C)C(C[Bi](CC(CCCC)CC)CC(CCCC)CC)CCCC